COC1=CC=C(C=N1)N1N=C(C(C1=O)C(=O)[O-])C 1-(6-methoxypyridin-3-yl)-3-methyl-5-oxo-4,5-dihydro-1H-Pyrazole-4-carboxylate